C1(=C(C=CC=C1)NNC(C(=O)NNC1=C(C=CC=C1)C)=O)C Oxalic acid bis(2-o-tolylhydrazide)